4'-[(1S)-1-({8-[(2S)-3-Methylbutan-2-yl]-7-oxo-7,8-dihydropyrido[2,3-d]pyrimidin-2-yl}amino)ethyl]biphenyl-2-carbonitril CC([C@H](C)N1C(C=CC2=C1N=C(N=C2)N[C@@H](C)C2=CC=C(C=C2)C=2C(=CC=CC2)C#N)=O)C